ClC=1C=C(C(=NC1CO)N1C(NC(=CC1=O)C(F)(F)F)=O)F 3-[5-chloro-3-fluoro-6-(hydroxymethyl)-2-pyridyl]-6-(trifluoromethyl)-1H-pyrimidine-2,4-dione